C1(CC1)C1=C(C(=NN1C1=NN(C=C1C)C)OCCCO)[N+](=O)[O-] 3-[5-cyclopropyl-1-(1,4-dimethylpyrazol-3-yl)-4-nitro-pyrazol-3-yl]oxypropan-1-ol